COC=1N=CC(=C2C1N(C=C2)COCC[Si](C)(C)C)B2OC(C(O2)(C)C)(C)C 7-methoxy-4-(4,4,5,5-tetramethyl-1,3,2-dioxaborolan-2-yl)-1-{[2-(trimethylsilyl)ethoxy]methyl}-1H-pyrrolo[2,3-c]pyridine